2-(3-((R)-((1s,3S)-3-ethoxycyclobutyl)(4-methyl-4H-1,2,4-triazol-3-yl)methyl)phenyl)-6-(((1-methylcyclobutyl)amino)methyl)-4-(trifluoromethyl)isoindolin-1-one C(C)OC1CC(C1)[C@H](C=1C=C(C=CC1)N1C(C2=CC(=CC(=C2C1)C(F)(F)F)CNC1(CCC1)C)=O)C1=NN=CN1C